(E)-3-(4-Decyloxyphenyl)-1-(2-hydroxyphenyl)prop-2-en-1-one C(CCCCCCCCC)OC1=CC=C(C=C1)/C=C/C(=O)C1=C(C=CC=C1)O